NC1=CC=C(C=C1)C[C@@H](C=1N=C(SC1)C=1SC=CC1)NC([C@H](CC1=CC=CC=C1)NC(OC)=O)=O methyl ((S)-1-(((S)-2-(4-aminophenyl)-1-(2-(thiophen-2-yl)thiazol-4-yl)ethyl)amino)-1-oxo-3-phenylpropan-2-yl)carbamate